2-bromo-4-chlorothieno[3,2-c]pyridine-7-carbonitrile BrC1=CC=2C(=NC=C(C2S1)C#N)Cl